CCCC\C=C/CCCC (5Z)-5-Decen